7-amino-5-(3-(aminomethyl)phenyl)-3-((2-(2-ethoxy-2-oxoethyl)phenoxy)methyl)benzofuran-2-carboxylic acid tert-butyl ester C(C)(C)(C)OC(=O)C=1OC2=C(C1COC1=C(C=CC=C1)CC(=O)OCC)C=C(C=C2N)C2=CC(=CC=C2)CN